C12C3C4CCC(C3C(C3C=CCC31)C2)C4 pentacyclo[6.5.1.13,6.02,7.09,13]-pentadec-10-ene